COC=1C=C(C=CC1OC)[C@]12CCN([C@@H]2CC(CC1)NNS(=O)(=O)C1=CC=C(C=C1)C)C N'-[(3aR,7aR)-3a-(3,4-dimethoxyphenyl)-1-methyl-3,4,5,6,7,7a-hexahydro-2H-indol-6-yl]-4-methyl-benzenesulfonohydrazide